8-(bicyclo[3.1.0]hexan-3-yl)-7-oxo-2-((1,2,3,4-tetrahydroisoquinolin-6-yl)amino)-7,8-dihydropyrido[2,3-d]pyrimidine-6-carbonitrile C12CC(CC2C1)N1C(C(=CC2=C1N=C(N=C2)NC=2C=C1CCNCC1=CC2)C#N)=O